6-(8-Chloro-2-methylimidazo[1,2-a]pyridin-6-yl)-2-(1-methylpiperidin-4-yl)quinazolin-4(3H)-one ClC=1C=2N(C=C(C1)C=1C=C3C(NC(=NC3=CC1)C1CCN(CC1)C)=O)C=C(N2)C